(2R)-2-(6-{5-Chloro-2-[(oxan-4-yl)amino]pyrimidin-4-yl}-1-oxo-2,3-dihydro-1H-isoindol-2-yl)-N-[(1S)-1-[3-fluoro-5-trideuteromethoxyphenyl]-2-hydroxyethyl]propanamid ClC=1C(=NC(=NC1)NC1CCOCC1)C1=CC=C2CN(C(C2=C1)=O)[C@@H](C(=O)N[C@H](CO)C1=CC(=CC(=C1)OC([2H])([2H])[2H])F)C